C(C)OC(=O)C1OC=CN=C1 [1,4]Oxazine-2-carboxylic acid ethyl ester